2-(tert-butoxycarbonyl)-5-(6-chloropyridin-2-yl)-2-azabicyclo[4.1.0]heptane-5-carboxylic acid C(C)(C)(C)OC(=O)N1C2CC2C(CC1)(C(=O)O)C1=NC(=CC=C1)Cl